C(CCCCOC1=CC(=C(C=C1OC)C(=O)N1[C@@H](CCC1)CO[Si](C)(C)C(C)(C)C)N)OC1=CC(=C(C=C1OC)C(=O)N1[C@@H](CCC1)CO[Si](C)(C)C(C)(C)C)N ((pentane-1,5-diylbis(oxy))bis(2-amino-5-methoxy-4,1-phenylene))bis(((S)-2-(((tert-butyldimethylsilyl)oxy)methyl)pyrrolidin-1-yl)methanone)